8-methyl-6-(1-piperidinylmethyl)-2-thieno[2,3-c]pyridin-5-yl-3H-quinazolin-4-one hydrochloride Cl.CC=1C=C(C=C2C(NC(=NC12)C=1C=C2C(=CN1)SC=C2)=O)CN2CCCCC2